COC(=O)C1=CC=C2C(=NN(C2=C1)C)Br.BrC1=NC(=C(C=C1CC(C(C)C)(C)NC(C)=O)OCCCOC)OC N-{1-[2-bromo-6-methoxy-5-(3-methoxypropoxy)pyridin-3-yl]-2,3-dimethylbutan-2-yl}acetamide methyl-3-bromo-1-methyl-1H-indazole-6-carboxylate